C(CCCCCCCCCCCC)(=O)O Tridecanoic acid